NC1CC(C1)N(C1=C2C(=NC=C1C#N)N(C=C2)S(=O)(=O)C2=CC=CC=C2)C 4-((3-aminocyclobutyl)(methyl)amino)-1-(benzenesulfonyl)-1H-pyrrolo[2,3-b]pyridine-5-carbonitrile